N-((S)-1-hydroxypropan-2-yl)acetamide OC[C@H](C)NC(C)=O